N-(3-chlorophenyl)-3-{[2-(4-chlorophenyl)imidazolo[1,2-a]pyrimidin-3-yl]methyl}-3,8-diazabicyclo[3.2.1]octane-8-carboxamide ClC=1C=C(C=CC1)NC(=O)N1C2CN(CC1CC2)CC2=C(N=C1N2C=CC=N1)C1=CC=C(C=C1)Cl